perfluorodiiodoethane methyl-5-hydroxy-4-methoxy-2-{[2-(trimethylsilyl)ethoxy]methyl}-2H-indazole-7-carboxylate COC(=O)C1=CC(=C(C2=CN(N=C12)COCC[Si](C)(C)C)OC)O.FC(C(F)(F)F)(I)I